BrC1=CC(=CC2=C1N(C(=N2)C(F)F)[C@@H](CO)C)C(=O)O (R)-7-bromo-2-(difluoromethyl)-1-(1-hydroxy-prop-2-yl)-1H-benzo[d]imidazole-5-carboxylic acid